methyl 4-chloro-2-fluoropyrrolo[1,2-a]quinoxaline-7-carboxylate ClC=1C=2N(C3=CC=C(C=C3N1)C(=O)OC)C=C(C2)F